ClC=1N=C(N2C1C(=CC(=C2)S(=O)(=O)Cl)Cl)C=2SC(=CN2)C(F)F 1,8-dichloro-3-[5-(difluoromethyl)thiazol-2-yl]imidazo[1,5-a]pyridine-6-sulfonyl chloride